ClC1=CC2=C(N(C(N=C2N2[C@H](CN([C@@H](C2)C)C(C=C)=O)C)=O)C=2C(=NC=NC2C(C)C)CC)N=C1C1=C(C=CC=C1)C 6-Chloro-4-[(2S,5R)-2,5-dimethyl-4-prop-2-enoyl-piperazin-1-yl]-1-(4-ethyl-6-isopropyl-pyrimidin-5-yl)-7-(o-tolyl)pyrido[2,3-d]pyrimidin-2-one